methyl 7-[5-chloranyl-2-[2-(2-methyl-4-oxidanylidene-spiro[7,8-dihydro-5H-quinazoline-6,4'-piperidine]-3-yl)ethoxy]phenyl]-5-methyl-thieno[3,2-b]pyridine-3-carboxylate ClC=1C=CC(=C(C1)C1=C2C(=NC(=C1)C)C(=CS2)C(=O)OC)OCCN2C(=NC=1CCC3(CCNCC3)CC1C2=O)C